S-(1-piperidylmethyl) thioacetate hydrochloride Cl.C(C)(=O)SCN1CCCCC1